N[C@@H](CNC(C=1C=CC2=C(N=C(O2)C(C2CCC(CC2)(F)F)NC(OCC2=CC=CC=C2)=O)C1)C1COC1)C(F)(F)F Benzyl ((5-((((S)-2-amino-3,3,3-trifluoropropyl)amino)(oxetan-3-yl)methyl)benzo[d]-oxazol-2-yl)(4,4-difluorocyclohexyl)methyl)carbamate